disulfur dinitride N1=S=NS1